5-methoxy-3,4-dichloro-2(5H)-furanone COC1C(=C(C(O1)=O)Cl)Cl